CN(C)CC1CN(C1)C(=O)OC(COC(CCCCCCC\C=C/C\C=C/CCCCC)=O)COC(CCCCCCCCCCCCCCC)=O 1-(((9Z,12Z)-octadeca-9,12-dienoyl)oxy)-3-(palmitoyloxy)propan-2-yl 3-((dimethylamino)methyl)azetidine-1-carboxylate